(2S)-1-(heptyloxy)-N,N-dimethyl-3-[(9z,21z)-octadecane-9,12-dien-1-yloxy]propan-2-amine C(CCCCCC)OC[C@@H](COCCCCCCCC\C=C/CC=CCCCCC)N(C)C